6-(4-Hydroxy-5-methoxybenzylamino)-9-β-D-arabinofuranosylpurin OC1=CC=C(CNC2=C3N=CN(C3=NC=N2)[C@H]2[C@@H](O)[C@H](O)[C@H](O2)CO)C=C1OC